difurfurylamine C(C1=CC=CO1)NCC1=CC=CO1